tert-Butyl 3-(4-((6-chloro-1H-pyrazolo[3,4-d]pyrimidin-1-yl)methyl)phenyl)-1-(trifluoromethyl)-5,6-dihydroimidazo[1,5-a]pyrazine-7(8H)-carboxylate ClC1=NC=C2C(=N1)N(N=C2)CC2=CC=C(C=C2)C2=NC(=C1N2CCN(C1)C(=O)OC(C)(C)C)C(F)(F)F